FC1([C@@H](C12CCN(CC2)S(=O)(=O)N)C=2SC(=NN2)C2=C(C=CC=C2)C)F (2R)-1,1-Difluoro-2-[5-(2-methylphenyl)-1,3,4-thiadiazol-2-yl]-6-azaspiro[2.5]octane-6-sulfonamide